N-((1S,2S)-2-hydroxycyclohexyl)-5-methyl-6-(1-methyl-1H-pyrazol-3-yl)-4-((6-methylpyridin-3-yl)methyl)picolinamide O[C@@H]1[C@H](CCCC1)NC(C1=NC(=C(C(=C1)CC=1C=NC(=CC1)C)C)C1=NN(C=C1)C)=O